ascarylose oxygen [O].O=C[C@H](O)C[C@@H](O)[C@@H](O)C